[2-(1-methyl-1H-pyrazol-4-yl)pyrrolidin-1-yl]piperidine trifluoroacetate FC(C(=O)O)(F)F.CN1N=CC(=C1)C1N(CCC1)N1CCCCC1